FC1=C(C=C(C(=C1)F)OC)C1(CC1)NCC(=O)N1CC2CCC(C1)N2C2=NC=C(C#N)C=C2 6-(3-((1-(2,4-difluoro-5-methoxyphenyl)cyclopropyl)glycyl)-3,8-diazabicyclo[3.2.1]octan-8-yl)nicotinonitrile